C1(=C(C(=C(C=2OC3=C(C21)C(=C(C(=C3[2H])[2H])[2H])[2H])[2H])[2H])C3=C(C(=C(C(=C3[2H])[2H])N)[2H])[2H])[2H] 4-(dibenzo[b,d]furan-2-yl-d7)benzen-2,3,5,6-d4-amine